(rac)-1-{3-[1-aminoethyl]pyrazin-2-yl}-1H-pyrazole-4-carboxylic acid ethyl ester C(C)OC(=O)C=1C=NN(C1)C1=NC=CN=C1[C@@H](C)N |r|